(2Z,4E)-3-ethyl-5-(1-hydroxy-2,6,6-trimethyl-4-oxo-cyclohex-2-en-1-yl)penta-2,4-dienoic acid C(C)/C(=C/C(=O)O)/C=C/C1(C(=CC(CC1(C)C)=O)C)O